C(C=CC=C)(=O)O Penta-2,4-dienoic acid